(S)-2-(4-(2-hydroxy-1-phenylethylamino)-5-(1,3,4-oxadiazol-2-yl)pyridin-2-ylamino)-7,7-dimethyl-7,8-dihydroquinolin-5(6H)-one OC[C@H](C1=CC=CC=C1)NC1=CC(=NC=C1C=1OC=NN1)NC1=NC=2CC(CC(C2C=C1)=O)(C)C